Isopropyl ((S)-(((2R,3S,5R)-5-(6-amino-2-fluoro-9H-purin-9-yl)-2-ethynyl-3-(((octyloxy)carbonyl)oxy) tetrahydrofuran-2-yl)methoxy)(phenoxy)phosphoryl)-L-alaninate NC1=C2N=CN(C2=NC(=N1)F)[C@H]1C[C@@H]([C@@](O1)(C#C)CO[P@](=O)(OC1=CC=CC=C1)N[C@@H](C)C(=O)OC(C)C)OC(=O)OCCCCCCCC